Br(=O)(=O)[O-].NN1N=NC=C1.[Cu+2].Br(=O)(=O)[O-] copper (1-amino-1,2,3-triazole) bromate